2-ethoxy-5-fluorobenzenesulfonamide C(C)OC1=C(C=C(C=C1)F)S(=O)(=O)N